[K].N(=O)N(O)C1CCCCC1 N-nitroso-cyclohexyl-hydroxylamine potassium salt